COC=1C=C(CNC2=CC(=C(N=N2)C(=O)NC)NC2=C(C(=CC=C2)C2=NN(C=N2)C)OC)C=CC1OC 6-((3,4-dimethoxybenzyl)amino)-4-((2-methoxy-3-(1-methyl-1H-1,2,4-triazol-3-yl)phenyl)amino)-N-methylpyridazine-3-carboxamide